tert-Butyl 4-(3-((4-cyano-2-fluorophenoxy)methyl)phenoxy)piperidine-1-carboxylate C(#N)C1=CC(=C(OCC=2C=C(OC3CCN(CC3)C(=O)OC(C)(C)C)C=CC2)C=C1)F